C[Si](C)(C)OC(C\C=C\CC(=O)O[Si](C)(C)C)=O (E)-3-hexenedioic acid bis(trimethylsilyl) ester